1,7-bis(4-aminophenyl)tetradecylfluoroheptane NC1=CC=C(C=C1)C(CCCCCC(CCCCCCC)C1=CC=C(C=C1)N)C(CCCCCC)F